C(#N)[C@H](C[C@H]1C(NCCC1)=O)NC(=O)[C@H]1N([C@H]2CC([C@@H]1CC2)(F)F)C([C@@H](CC(C)C)NC(C(F)(F)F)=O)=O (1R,3S,4R)-N-[(1S)-1-cyano-2-[(3S)-2-oxo-3-piperidyl]ethyl]-5,5-difluoro-2-[(2R)-4-methyl-2-[(2,2,2-trifluoroacetyl)amino]pentanoyl]-2-azabicyclo[2.2.2]octane-3-carboxamide